1-bromo-5-fluoro-2-methoxy-4-((4-methoxybenzyl)oxy)benzene BrC1=C(C=C(C(=C1)F)OCC1=CC=C(C=C1)OC)OC